C(#N)C=1C=CC(=C2C=CC=NC12)N1C[C@@]2(C[C@@]2(C1)C(F)(F)F)C(=O)NC[C@H]1CN(CCO1)CC1CC1 (1S,5R)-3-(8-cyanoquinolin-5-yl)-N-(((S)-4-(cyclopropylmethyl)morpholin-2-yl)methyl)-5-(trifluoromethyl)-3-azabicyclo[3.1.0]hexane-1-carboxamide